[Si](C)(C)(C(C)(C)C)OCC1=CC=C(C=C1)N1CCC(CC1)C=1C=CC(=NC1)NC1=NC=C(C(=N1)C=1C=NN2C1[C@@H](CCCC2)C)F (R)-N-(5-(1-(4-(((tert-butyldimethylsilyl)oxy)methyl)phenyl)piperidin-4-yl)pyridin-2-yl)-5-fluoro-4-(4-methyl-5,6,7,8-tetrahydro-4H-pyrazolo[1,5-a]azepin-3-yl)pyrimidin-2-amine